bis(4-hydroxy-3-tert-butylphenyl)fluorene OC1=C(C=C(C=C1)C1=C(C=2CC3=CC=CC=C3C2C=C1)C1=CC(=C(C=C1)O)C(C)(C)C)C(C)(C)C